FC1(CC2(CN(C2)C2=CC=C(C=N2)C2CN(C2)C(CC[C@H]2NC(OC2)=O)=O)C1)F (4R)-4-[3-[3-[6-(6,6-difluoro-2-azaspiro[3.3]heptan-2-yl)-3-pyridinyl]azetidin-1-yl]-3-oxo-propyl]oxazolidin-2-one